alpha-cholesterol C[C@H](CCCC(C)C)[C@H]1CC[C@@H]2[C@@]1(CC[C@H]3[C@H]2CC=C4[C@@]3(CC[C@H](C4)O)C)C